OC=1C=C(C=CC1C)NC(=O)C1=CN(C=C1)S(=O)(=O)C=1C=C(N(C1)C)C(=O)OC Methyl 4-((3-((3-hydroxy-4-methylphenyl)carbamoyl)-1H-pyrrol-1-yl) sulfonyl)-1-methyl-1H-pyrrole-2-carboxylate